4,4'-di(methylcarboxy)-2,2'-bipyridine COC(=O)C1=CC(=NC=C1)C1=NC=CC(=C1)C(=O)OC